di-n-propyl (1-t-butylbenzylidene)malonate C(C)(C)(C)C1(C=C(C(=O)OCCC)C(=O)OCCC)CC=CC=C1